FC1=CC=C(OC=2C=CC(=NC2)S(=O)(=O)N2[C@@H]([C@@H]3CC[C@H](C2)N3C(=O)OC(C)(C)C)C(=O)OCC)C=C1 8-(tert-butyl) 2-ethyl (1S,2S,5R)-3-((5-(4-fluorophenoxy)pyridin-2-yl)sulfonyl)-3,8-diazabicyclo[3.2.1]octane-2,8-dicarboxylate